3-(Phenylmethylthiomethyl)-1H-1,2,4-triazol-5(4H)-one C1(=CC=CC=C1)CSCC1=NNC(N1)=O